CN(C1CCC(CC1)NC=1N=CC2=C(N1)N(C(C(=C2)C2=C(C(=C(C(=C2)F)NS(=O)(=O)CCC(C)(F)F)F)F)=O)C(C)C)C N-(4-(2-(((1r,4r)-4-(dimethylamino)cyclohexyl)amino)-8-isopropyl-7-oxo-7,8-dihydropyrido[2,3-d]pyrimidin-6-yl)-2,3,6-trifluorophenyl)-3,3-difluorobutane-1-sulfonamide